2-(2,6-Dimethyl-4-(((5-oxo-4-(4-(trifluoromethyl)phenyl)-4,5-dihydro-1H-1,2,4-triazol-1-yl)methyl)thio)-phenoxy)-2-methylpropionic acid CC1=C(OC(C(=O)O)(C)C)C(=CC(=C1)SCN1N=CN(C1=O)C1=CC=C(C=C1)C(F)(F)F)C